C(CC)[Sn](O[Sn](OC(C)=O)(OC(C)=O)CCC)(CCC)CCC tetrapropyldiacetoxydistannoxane